C(=O)O.NC1(CC1)CNC(=O)C1=CC2=C(N3C(S2)=NC(=C3)C3=CC=C(C=C3)C(NC)=O)C=C1 N-((1-aminocyclopropyl)methyl)-2-(4-(methylcarbamoyl)phenyl)benzo[d]imidazo[2,1-b]thiazole-7-carboxamide formate